ClC1=C(OC2=C(C=3C4=C(NC3C(=C2)F)CCOC4(C)C)F)C(=CC(=C1)[N+](=O)[O-])Cl 8-(2,6-Dichloro-4-nitrophenoxy)-6,9-difluoro-1,1-dimethyl-1,3,4,5-tetrahydro-pyrano[4,3-b]indole